3-cyclopropyl-1,5-dimethylpyrazole-4-boronic acid pinacol ester C1(CC1)C1=NN(C(=C1B1OC(C)(C)C(C)(C)O1)C)C